2-(6-(Tert-butoxycarbonyl)-5-(1-(cyclohexylmethyl)-5-methyl-1H-pyrazol-4-yl)pyridin-2-yl)-1,2,3,4-tetrahydroisoquinoline-8-carboxylic acid C(C)(C)(C)OC(=O)C1=C(C=CC(=N1)N1CC2=C(C=CC=C2CC1)C(=O)O)C=1C=NN(C1C)CC1CCCCC1